C(CCCCCCC(=O)[O-])(=O)[O-].[Na+].[Na+] sodium octanedioate